ClC1=CC=C(C(=N1)C(F)(F)F)CC1C(N(C2CC12)C1=CC(=NN1)C1=CN=NC=C1C)=O Endo-4-((6-chloro-2-(trifluoromethyl)pyridin-3-yl)methyl)-2-(3-(5-methyl-pyridazin-4-yl)-1H-pyrazol-5-yl)-2-azabicyclo[3.1.0]hexan-3-one